N[C@H](CO)CO[Si](C)(C)C(C)(C)C (R)-2-amino-3-[(tert-butyldimethylsilyl)oxy]-1-propanol